[C@@]12(C[C@@H](CCC1)CC(=O)N1CCCCC1)OC1(OO2)C2CC3CC(CC1C3)C2 2-((R,R)-Dispiro[adamantane-2,3'-[1,2,4]trioxolane-5',1''-cyclohexan]-3''-yl)-1-(piperidin-1-yl)ethan-1-one